C(C)(C)(C)[Si](OC1=CC(=CC=C1)\C=C\C)(C)C (E)-tert-butyldimethyl(3-(prop-1-en-1-yl)phenoxy)silane